BrC=1C(=C(C#N)C=CC1)CC1=C(C(=CC(=C1)C)C)OCCN1CCOCC1 3-bromo-2-(3,5-dimethyl-2-(2-morpholinoethoxy)benzyl)benzonitrile